3-bromo-acenaphthopyrazine-8,9-dinitrile BrC1=C2C=CC=C3C2=C(C=C1)C=1N=C(C(=NC13)C#N)C#N